OC1=CC=C2C(=NN=C(C2=C1)N[C@H](C)C1=CC=C(S1)C1=C(CN(C(OC(C)(C)C)=O)C)C=CC=C1)C tert-butyl (R)-(2-(5-(1-((7-hydroxy-4-methylphthalazin-1-yl)amino)ethyl)thiophen-2-yl)benzyl)(methyl)carbamate